methyl di-(4-octyl) phosphate P(=O)(OC)(OC(CCC)CCCC)OC(CCC)CCCC